4-(5-chloro-2-(1H-tetrazol-1-yl)phenyl)-6-oxo-pyrimidine ClC=1C=CC(=C(C1)C=1N=CNC(C1)=O)N1N=NN=C1